(4,4-Difluorocyclohexyl)-2-methoxy-4-phenyl-1H-imidazole-1-carboxamide FC1(CCC(CC1)C1=C(N=C(N1C(=O)N)OC)C1=CC=CC=C1)F